methyl ((4-nitrophenyl)sulfonyl)-D-leucinate [N+](=O)([O-])C1=CC=C(C=C1)S(=O)(=O)N[C@H](CC(C)C)C(=O)OC